CC=1C(=NC=C(N1)C(F)(F)F)S(=O)(=O)N1CC2(C1)CN(C2)CC2CCOCC2 2-((3-methyl-5-(trifluoromethyl)pyrazin-2-yl)sulfonyl)-6-((tetrahydro-2H-pyran-4-yl)methyl)-2,6-diazaspiro[3.3]heptane